3-[5-(2,5-dimethylpyrrol-1-yl)-1,3,4-thiadiazol-2-yl]-4-methylthiophene-2-carbonitrile CC=1N(C(=CC1)C)C1=NN=C(S1)C1=C(SC=C1C)C#N